2-chloro-6-{[3-(trifluoromethyl)phenyl]methyl}pyridine ClC1=NC(=CC=C1)CC1=CC(=CC=C1)C(F)(F)F